CN(C1CC(C1)NS(=O)(=O)CCC)C=1C2=C(N=CN1)NC=C2 N-((1S,3S)-3-(methyl-(7H-pyrrolo[2,3-d]pyrimidin-4-yl)-amino)cyclobutyl)propane-1-sulfonamide